C(#N)C=1C=C(C=CC1)NNC(=O)C1(CCCC1)NC(=O)C=1C(=NN(C1)C)C(F)F N-(1-(2-(3-cyanophenyl)hydrazine-1-carbonyl)cyclopentyl)-3-(difluoromethyl)-1-methyl-1H-pyrazole-4-carboxamide